4,4'-dimethoxy-tolane COC1=CC=C(C=C1)C#CC1=CC=C(C=C1)OC